disodium-dihydrate O.O.[Na].[Na]